N1N=CC2=CC(=CC=C12)C1=CN=C(N1)C1CN2C(CC3(CC3)[C@@H]2C2=C1C=1C(=C(C=NC2)Cl)C(=CC(C1)=O)F)=O |o1:22| (R*)-12-(5-(1H-indazol-5-yl)-1H-imidazol-2-yl)-7-chloro-8-fluoro-13,14-dihydro-2H-spiro[benzo[5,6]azocino[4,3-g]indolizine-3,1'-cyclopropane]-1,10(4H,12H)-dione